CC1=CN=C(O1)N 5-methyl-1,3-oxazol-2-amine